C1=CC2=C(NN=C2C=C1)F fluoroindazole